8-(1-(2,2-difluoroethyl)-5-methyl-4-oxo-4,5-dihydro-1H-pyrazolo[3,4-d]pyrimidin-6-yl)-2-(6-(trifluoromethyl)pyridin-3-yl)-2,8-diazaspiro[4.5]decan-3-one FC(CN1N=CC2=C1N=C(N(C2=O)C)N2CCC1(CC(N(C1)C=1C=NC(=CC1)C(F)(F)F)=O)CC2)F